Br.Br.C(CC)(=O)O propionate 2HBr salt